COC1=CC=2SC3=NC(=CN3C2C=C1)C(=O)NC=1C=NC(=NC1)OC 10-methoxy-N-(2-methoxypyrimidin-5-yl)-7-thia-2,5-diazatricyclo[6.4.0.02,6]dodeca-1(8),3,5,9,11-pentaene-4-carboxamide